(E)-N-(2-acetyl-3,5-difluoro-4-styrylphenyl)-5-cyano-2-(methylsulfonyl)benzamide C(C)(=O)C1=C(C=C(C(=C1F)\C=C\C1=CC=CC=C1)F)NC(C1=C(C=CC(=C1)C#N)S(=O)(=O)C)=O